C(C)(C)(C)NC(C1=CC=C(C=C1)NC1=NC(=NC(=N1)Cl)Cl)=O N-t-butyl-4-[(4,6-dichloro-1,3,5-triazin-2-yl)amino]benzamide